1-(4-{4-[6-amino-5-(2-chloro-benzyloxy)-pyridin-3-yl]-benzoyl}-piperazin-1-yl)-ethanone NC1=C(C=C(C=N1)C1=CC=C(C(=O)N2CCN(CC2)C(C)=O)C=C1)OCC1=C(C=CC=C1)Cl